C(C)C1=C(C(NN=N1)=O)CCCCCC Ethylhexyl-triazinone